L-prolyl-L-valine disodium salt [Na+].[Na+].N1[C@@H](CCC1)C(=O)N[C@@H](C(C)C)C(=O)[O-].N1[C@@H](CCC1)C(=O)N[C@@H](C(C)C)C(=O)[O-]